FC([C@H](C1=CN(C2=CC(=CC=C12)C1=C(C=CC=C1)C)CC(C)(C)C)NS(=O)(=O)C1CC1)F (S)-N-(2,2-difluoro-1-(1-neopentyl-6-(o-tolyl)-1H-indol-3-yl)ethyl)cyclopropanesulfonamide